2,3,4,5,6,7,9,10,11,12,13,15,16,17-tetradecahydro-1H-cyclopenta[a]phenanthrene C1CCCC2CCC3=C4CCCC4CCC3C12